O1P(OC2=C(C=C(C(=C2)C)C(CCC(CCCCCCCCCCCCC)(CCCCCCCCCCCCC)CCCCCCCCCCCCC)(C2=CC(=C1C=C2C)C(C)(C)C)CCCCCCCCCCCCC)C(C)(C)C)OP([O-])[O-] tetra(tridecyl)-4,4'-butylidene-bis(2-tert-butyl-5-methylphenyl) diphosphite